[Sb](F)(F)F antimony(III) fluoride